FC1=C(C=C(C(CBr)=O)C=C1)C(F)(F)F 4-fluoro-3-(trifluoromethyl)phenacyl bromide